Benzyl O-(N-(((9H-fluoren-9-yl)methoxy)carbonyl)-N-methyl-L-valyl)-N-(tert-butoxycarbonyl)-D-allothreoninate C1=CC=CC=2C3=CC=CC=C3C(C12)COC(=O)N([C@@H](C(C)C)C(=O)O[C@@H]([C@@H](NC(=O)OC(C)(C)C)C(=O)OCC1=CC=CC=C1)C)C